5-chloro-4-fluoro-1H-indole ClC=1C(=C2C=CNC2=CC1)F